FC=1C=C(C2=C(N=CS2)C1C=1C=NN(C1)C1OCCCC1)B1OC(C(O1)(C)C)(C)C 5-fluoro-4-[1-(oxan-2-yl)pyrazol-4-yl]-7-(4,4,5,5-tetramethyl-1,3,2-dioxaborolan-2-yl)-1,3-benzothiazole